glycidyl-carbon C(C1CO1)[C]